C(C)(C)(C)OC(=O)N1CCC2(OCC(C3=C2SC(C3)(C(F)(F)F)C)=O)CC1 (2s,4r)-2'-methyl-4'-oxo-2'-(trifluoromethyl)spiro[piperidine-4,7'-thieno[2,3-c]pyran]-1-carboxylic acid tert-butyl ester